1-[[2-[3,3-difluoro-1-(3-nitrophenyl)cyclobutyl]acetyl]amino]-3-methyl-thiourea FC1(CC(C1)(C1=CC(=CC=C1)[N+](=O)[O-])CC(=O)NNC(=S)NC)F